FC1=C(C(=C(C(=C1[B-](C1=C(C(=C(C(=C1F)F)F)F)F)(C1=C(C(=C(C(=C1F)F)F)F)F)C1=C(C(=C(C(=C1F)F)F)F)F)F)F)F)F.C(CCCCCCCCCCCC)[NH3+] tridecylammonium tetrakis(pentafluorophenyl)borate